C(C)(C)(C)OC(NC1C(CCC1)C1=CC=C(C=C1)Br)=O (2-(4-bromophenyl)cyclopentyl)carbamic acid tert-butyl ester